5-(cycloheptylamino)-N-(3-(1-methyl-1H-1,2,4-triazol-3-yl)phenyl)pyrazolo[1,5-a]pyrimidine-3-carboxamide C1(CCCCCC1)NC1=NC=2N(C=C1)N=CC2C(=O)NC2=CC(=CC=C2)C2=NN(C=N2)C